[Li+].C(CC)S(=O)(=O)[O-] 1-propanesulfonate lithium